C[Si](CCOCOCOCC[Si](C)(C)C)(C)C (2-(trimethylsilyl) ethoxy)methyl ether